1-(3-(3-bromo-2-methylphenoxy)propyl)piperidine BrC=1C(=C(OCCCN2CCCCC2)C=CC1)C